5-((4-(4-bromophenyl)piperazin-1-yl)methyl)-2-(2,6-dioxopiperidin-3-yl)isoindoline-1,3-dione BrC1=CC=C(C=C1)N1CCN(CC1)CC=1C=C2C(N(C(C2=CC1)=O)C1C(NC(CC1)=O)=O)=O